2-(2,4,6-trimethylphenyl)-4-{2-(methoxyimino) propyl}-3-oxocyclopent-1-en-1-yl pivalate C(C(C)(C)C)(=O)OC1=C(C(C(C1)CC(C)=NOC)=O)C1=C(C=C(C=C1C)C)C